[Ta].[Cu] Copper-tantalum